19-(dioctylamino)nonadecyl nonyl phosphate P(=O)(OCCCCCCCCCCCCCCCCCCCN(CCCCCCCC)CCCCCCCC)(OCCCCCCCCC)[O-]